methyl 3-acetylpyridine-4-carboxylate C(C)(=O)C=1C=NC=CC1C(=O)OC